(S)-2-((3-cyclopropoxy-1-(2-methoxyethyl)-1H-pyrazol-4-yl)amino)-7-(1-methoxypropan-2-yl)-7H-pyrrolo[2,3-d]pyrimidine-6-carbonitrile C1(CC1)OC1=NN(C=C1NC=1N=CC2=C(N1)N(C(=C2)C#N)[C@H](COC)C)CCOC